C(C)OC(C(C)F)=O 3-ethoxy-2-fluoro-3-oxopropan